FC1=C2C(=CNC2=CC=C1)CC1=CNC2=CC=CC(=C12)F bis(4-fluoro-1H-indol-3-yl)methane